hexahydro-7-oxa-1,3,6,12a-tetraazabenzo[4,5]cyclohepta[1,2,3-de]naphthalene N1C2=C3C(=NCCC3NC1)OC=C1N2C=CC=C1